2-amino-4-(hydroxymethyl phosphono)-butyrate NC(C(=O)[O-])CCP(=O)(OCO)O